C(C=C)(=O)OCCC[Si](OC)(OC)OC (3-acryloyloxypropyl)trimethoxysilane